BrC=1C(=C(C(=CC1)N1N=NN=C1)CO)F (3-bromo-2-fluoro-6-(1H-tetrazol-1-yl)phenyl)methanol